FC=1C=C2C(=CNC2=CC1)CC1CCN(CC1)CCOC1=C(C=C(C=C1)F)C=1C=NC=NC1 5-fluoro-3-((1-(2-(4-fluoro-2-(pyrimidin-5-yl)phenoxy)ethyl)piperidin-4-yl)methyl)-1H-indole